CN1N=C(C2=CC=C(C=C12)[N+](=O)[O-])N1CCC(CC1)N1CCN(CC1)C 1-methyl-3-(4-(4-methylpiperazin-1-yl)piperidin-1-yl)-6-nitro-1H-indazole